2-((S)-3-((R)-((4-cyanophenethyl)amino)(phenyl)methyl)-2,3-dihydro-1H-pyrido[2,3-b][1,4]oxazin-7-yl)-1H-indole-4-carbonitrile diformate C(=O)O.C(=O)O.C(#N)C1=CC=C(CCN[C@@H]([C@@H]2CNC3=C(O2)N=CC(=C3)C=3NC=2C=CC=C(C2C3)C#N)C3=CC=CC=C3)C=C1